C(#N)C1=CC(=C(C=C1)NC(C(C)(C)N1N=C(C(=C1)C#CC1CN(C1)C=1C=C2C(N(C(C2=CC1)=O)C1C(NC(CC1)=O)=O)=O)C)=O)C1CC1 N-(4-cyano-2-cyclopropylphenyl)-2-(4-((1-(2-(2,6-dioxopiperidin-3-yl)-1,3-dioxoisoindoline-5-yl)azetidin-3-yl)ethynyl)-3-methyl-1H-pyrazol-1-yl)-2-methylpropionamide